(S)-1-(5-chloro-6-(4-(pyridin-2-yl)-1H-pyrazol-1-yl)pyridin-3-yl)-3-(2-chloro-7-(1-methoxyethyl)pyrazolo[1,5-a]pyrimidin-6-yl)urea ClC=1C=C(C=NC1N1N=CC(=C1)C1=NC=CC=C1)NC(=O)NC=1C=NC=2N(C1[C@H](C)OC)N=C(C2)Cl